[O-]S(=O)(=O)C(F)(F)F.C[S+](C)C Trimethyl-sulfonium triflate salt